1-(4-{3-[(1r,3r,5S,7r)-3,5-dimethyladamantan-1-yl]ureido}-3-fluorobenzoyl)piperidine-3-carboxamide C[C@]12CC3(CC(C[C@@](C1)(C3)C)C2)NC(NC2=C(C=C(C(=O)N3CC(CCC3)C(=O)N)C=C2)F)=O